3-(3-bromo-4-fluorophenyl)-3-methylbutanoic acid ethyl ester C(C)OC(CC(C)(C)C1=CC(=C(C=C1)F)Br)=O